9-phenyl-N-(4-(9-phenyl-6-(4-vinylphenyl)-9H-carbazol-3-yl)phenyl)-9-(4-vinylbenzyl)-9H-fluoren-2-amine C1(=CC=CC=C1)C1(C2=CC=CC=C2C=2C=CC(=CC12)NC1=CC=C(C=C1)C=1C=CC=2N(C3=CC=C(C=C3C2C1)C1=CC=C(C=C1)C=C)C1=CC=CC=C1)CC1=CC=C(C=C1)C=C